1,4-dimethyl-2,3-diaza-7-thia-bicyclo[2.2.1]hept-5-ene-2,3-dicarboxylic acid dimethyl ester COC(=O)N1C2(C=CC(N1C(=O)OC)(S2)C)C